NC1=C2N=C(N(C2=NC=N1)CCNC(CC)=O)SC1=CC2=C(OCO2)C=C1N(C)C N-(2-(6-amino-8-((6-(dimethylamino)benzo[d][1,3]dioxol-5-yl)thio)-9H-purin-9-yl)ethyl)propanamide